NC1=NC=CC=C1C1=NC=2C(=NC(=CC2)N2N=CC=C2)N1C=1C=C2CC[C@@H](C2=CC1)NC1CC2(CN(C2)C(C(=C)F)=O)C1 (S)-1-(6-((5-(2-(2-aminopyridin-3-yl)-5-(1H-pyrazol-1-yl)-3H-imidazo[4,5-b]pyridin-3-yl)-2,3-dihydro-1H-inden-1-yl)amino)-2-azaspiro[3.3]heptan-2-yl)-2-fluoroprop-2-en-1-one